CC=1SC2=C(N1)C=CC=C2 2-methylbenzothiazole